C1(C=CC(CC1)C(C)C)C 2-menthene